ClC1=C(C=CC=C1OC)NC=1C=C2C=NN(C2=CC1F)C=1C=C(SC1)C(=O)NC1COC1 4-(5-((2-chloro-3-methoxyphenyl)amino)-6-fluoro-1H-indazol-1-yl)-N-(oxetan-3-yl)thiophene-2-carboxamide